FC1=CC(=NC=C1)N1CCC2(C(N3[C@H](O2)CC[C@H]3C3=CC=CC=C3)=O)CC1 (5'S,7a'R)-1-(4-fluoropyridin-2-yl)-5'-phenyltetrahydro-3'H-spiro[piperidine-4,2'-pyrrolo[2,1-b][1,3]oxazol]-3'-one